ethyl 3-ethyl-2-oxo-pyrrolidine-3-carboxylate C(C)C1(C(NCC1)=O)C(=O)OCC